bis-[3-(ethanesulfonyloxy)-4-methyl-phenyl]urea C(C)S(=O)(=O)OC=1C=C(C=CC1C)NC(NC1=CC(=C(C=C1)C)OS(=O)(=O)CC)=O